(3-Methoxyphenyl)(1-methyl-4,10-dihydrobenzo[b]pyrazolo[3,4-e][1,4]diazepin-5(1H)-yl)methanone COC=1C=C(C=CC1)C(=O)N1C2=C(NC3=C(C1)C=NN3C)C=CC=C2